COC1=CC(=CN=N1)C=1C=C2N(N=CC=C2N2CC3CCC(C2)N3C(=O)OC(C)(C)C)C1 tert-butyl 3-(6-(6-methoxypyridazin-4-yl) pyrrolo[1,2-b]pyridazin-4-yl)-3,8-diazabicyclo[3.2.1]octane-8-carboxylate